(2S,4r,6S)-6-(4-((R)-4-cyclopropyl-3-(hydroxymethyl)piperazine-1-carbonyl)phenyl)-7-((5-methoxy-7-methyl-1H-indol-4-yl)methyl)-7-azaspiro[3.5]nonane-2-carbonitrile C1(CC1)N1[C@H](CN(CC1)C(=O)C1=CC=C(C=C1)[C@@H]1CC2(CC(C2)C#N)CCN1CC1=C2C=CNC2=C(C=C1OC)C)CO